6-[7-fluoro-2-(4-piperidinyl)indazol-5-yl]isoquinoline tert-butyl-3-(2-oxo-1,2-dihydropyridin-4-yl)pyrrolidine-1-carboxylate C(C)(C)(C)OC(=O)N1CC(CC1)C1=CC(NC=C1)=O.FC1=CC(=CC2=CN(N=C12)C1CCNCC1)C=1C=C2C=CN=CC2=CC1